(S)-4-((4'-(1,1,1,3,3,3-hexafluoro-2-hydroxypropan-2-yl)-[1,1'-biphenyl]-4-yl)methyl)-1-(pyridin-4-ylmethyl)piperazine-2-carboxylic acid FC(C(C(F)(F)F)(O)C1=CC=C(C=C1)C1=CC=C(C=C1)CN1C[C@H](N(CC1)CC1=CC=NC=C1)C(=O)O)(F)F